3-methoxytyrosine COC=1C=C(C[C@H](N)C(=O)O)C=CC1O